C1NC=CC2=CC=CC=C12 (2H)-isoquinolin